C1(=CC=CC2=CC=CC=C12)NC(=O)C1=CC=C(CN2C[C@H](CCC2)C(=O)NCCCNC=2C3=CC=CC=C3N=C3CCCCC23)C=C1 (S)-1-(4-(naphthalen-1-ylcarbamoyl)benzyl)-N-(3-((1,2,3,4-tetrahydroacridin-9-yl)amino)propyl)piperidine-3-carboxamide